ClC=1C=CC(=NC1C)OC[C@H](C)N (2S)-1-[(5-chloro-6-methyl-2-pyridyl)oxy]propan-2-amine